CC(C(=O)OCCC(C)(C1=CC(=CC=C1)C(F)(F)F)N=C=S)(C)C 3-isothiocyanato-3-[3-(trifluoromethyl)phenyl]butyl 2,2-dimethylpropanoate